O=C1NC(CCC1N1C(C2=CC=C(C=C2C1)CNC(/C(/CC1=CC=C(C=C1)N1CCOCC1)=N/O)=O)=O)=O (E)-N-((2-(2,6-dioxopiperidin-3-yl)-1-oxoisoindolin-5-yl)methyl)-2-(hydroxyimino)-3-(4-morpholinophenyl)propionamide